(S)-5-benzyl-N-(7-((3-hydroxyazetidin-3-yl)ethynyl)-5-methyl-4-oxo-2,3,4,5-tetrahydrobenzo[b][1,4]oxazepin-3-yl)-1H-1,2,4-triazole-3-carboxamide C(C1=CC=CC=C1)C1=NC(=NN1)C(=O)N[C@@H]1C(N(C2=C(OC1)C=CC(=C2)C#CC2(CNC2)O)C)=O